3,6-bis(phenylthio)phthalonitrile C1(=CC=CC=C1)SC1=C(C(C#N)=C(C=C1)SC1=CC=CC=C1)C#N